N=1C=NN2C1C=C(C=C2)OC2=C(C(=C(C=C2)NC2=NC=NC1=CC(=C(C=C21)OC2CC1CCC(C2)N1C(=O)OC(C)(C)C)OC)F)C tert-Butyl exo-3-((4-((4-([1,2,4]triazolo[1,5-a]pyridin-7-yl-oxy)-2-fluoro-3-methylphenyl)-amino)-7-methoxyquinazolin-6-yl)oxy)-8-azabicyclo[3.2.1]octane-8-carboxylate